spiro[cyclopentane-1,1'-isoindolin] C12(NCC3=CC=CC=C13)CCCC2